NC=1SC2=C(N1)C(=C(C(=C2)F)NC(C2=CC=CC=C2)=O)F N-(2-amino-4,6-difluorobenzo[d]thiazol-5-yl)benzamide